O1[C@H]2[C@@H]([C@@H](C1)C1=C(C(=O)[O-])C=CC(=C1)OC(C1=CC=C(C=C1)OC(=O)OCCCCOC(C=C)=O)=O)OC[C@@H]2C2=C(C(=O)[O-])C=CC(=C2)OC(C2=CC=C(C=C2)OC(=O)OCCCCOC(C=C)=O)=O (3r,3ar,6s,6ar)-hexahydrofuro[3,2-B]furan-3,6-diylbis(4-((4-(((4-(acryloyloxy) butoxy) carbonyl) oxy) benzoyl) oxy) benzoate)